O=CCC1=C(C(=O)N)C=CC=C1 2-oxoethyl-benzamide